(R)-7-amino-4-benzyl-8-fluoro-2-methyl-3-oxo-3,4-dihydro-2H-benzo[b][1,4]oxazine-6-carbonitrile NC=1C(=CC2=C(O[C@@H](C(N2CC2=CC=CC=C2)=O)C)C1F)C#N